C(C)(C)(C)OC(=O)N1CCC(CC1)NC1=C2C=CC=NC2=C(C=C1)OCC 4-((8-ethoxyquinolin-5-yl)amino)piperidine-1-carboxylic acid tert-butyl ester